((4-fluorobenzyl)amino)-8-nitro-4-(trifluoromethyl)-2H-benzopyran-2-one FC1=CC=C(CNC=2C(OC3=C(C2C(F)(F)F)C=CC=C3[N+](=O)[O-])=O)C=C1